C1(CC1)N1C(N(C2=C1C=C(C=C2)C2CCN(CC2)C(=O)OC(C)(C)C)C2C(NC(CC2)=O)=O)=O tert-butyl 4-[3-cyclopropyl-1-(2,6-dioxo-3-piperidyl)-2-oxo-benzimidazol-5-yl]piperidine-1-carboxylate